C(C)(=O)N1CCN(CC1)C(=O)C=1C=C(CSC2=CN=C(S2)NC(C2=CC=C(C=C2)CNC(C)C(C)(C)C)=O)C=C(C1C)C N-(5-(3-(1-acetylpiperazine-4-carbonyl)-4,5-dimethylbenzylthio)thiazol-2-yl)-4-((3,3-dimethylbutan-2-ylamino)methyl)benzamide